S1C(=CC=C1)C[C@@H](N)C(=O)O β-(2-thienyl)-D-alanine